NC1=NN2C(C=C(C=C2)C=2C(=C(C(=O)NCC(C(C3=C(C=C(C=C3F)F)F)O)(F)F)C(=CC2)C)F)=N1 3-(2-amino-[1,2,4]triazolo[1,5-a]pyridin-7-yl)-N-(2,2-difluoro-3-hydroxy-3-(2,4,6-trifluorophenyl)propyl)-2-fluoro-6-methylbenzamide